5-((2,4-dimethoxybenzyl)amino)-6-oxo-2-phenylpyrimidin-1(6H)-acetic acid COC1=C(CNC2=CN=C(N(C2=O)CC(=O)O)C2=CC=CC=C2)C=CC(=C1)OC